(E)-N-(2-(3-(hydroxyamino)-3-oxoprop-1-en-1-yl)phenyl)-1H-indole-5-carboxamide ONC(/C=C/C1=C(C=CC=C1)NC(=O)C=1C=C2C=CNC2=CC1)=O